NC[C@H](COC[C@H](CCCNC(OCC1=CC=CC=C1)=O)NC(OC(C)(C)C)=O)NC(=O)OCC1=CC=CC=C1 benzyl tert-butyl ((S)-5-((R)-3-amino-2-(((benzyloxy)carbonyl)amino)propoxy)pentane-1,4-diyl)dicarbamate